13-Chloro-19,21-difluoro-14-hydroxy-16,16-dioxo-9-oxa-16λ6-thia-4,17-diazatetracyclo[16.3.1.111,15.02,7]tricosa-1(21),2(7),3,5,11,13,15(23),18(22),19-nonaen-10-one ClC=1C=C2C(OCC=3C=CN=CC3C3=C(C=C(C(NS(C(C1O)=C2)(=O)=O)=C3)F)F)=O